CC(CNCC1=C(CN2C(NC(C3=C2C=CN3)=O)=S)C=CC=C1)C 1-(2-{[(2-methylpropyl)amino]methyl}benzyl)-2-thioxo-1,2,3,5-tetrahydro-4H-pyrrolo[3,2-d]pyrimidin-4-one